estra-1,3,5(10)-triene C[C@@]12CCC[C@H]1[C@@H]1CCC=3C=CC=CC3[C@H]1CC2